((S)-11-(2,4-difluorophenyl)-3-methoxy-6-oxo-10-(trifluoromethyl)-3,4-dihydro-2H,6H-[1,4]thiazepino[2,3,4-ij]quinazolin-8-yl)-3-methylpiperazine-1-carboxylate FC1=C(C=CC(=C1)F)C1=C(C=C2C(=NC(N3C2=C1SC[C@H](C3)OC)=O)OC(=O)N3CC(NCC3)C)C(F)(F)F